monoindene titanium [Ti].C1C=CC2=CC=CC=C12